ClC=1C(N(C(=CC1OCC1=NC=C(C=C1F)F)C)C1=CC(=NC=C1C)N1C(N(C=C1)C(CO)(C)C)=O)=O 3-chloro-4-[(3,5-difluoropyridin-2-yl)methoxy]-2'-[3-(1-hydroxy-2-methylpropan-2-yl)-2-oxoimidazol-1-yl]-5',6-dimethyl-[1,4'-bipyridin]-2-one